C1(CC1)C1=C(C(=NO1)C1CCOCC1)CO [5-cyclopropyl-3-(oxan-4-yl)-1,2-oxazol-4-yl]methanol